tert-butyl 4-(1-((4-cyano-2-methyl-2H-indazol-5-yl)carbamoyl)-2,3-dihydro-1H-pyrrolo[2,3-b]pyridin-4-yl)piperazine-1-carboxylate C(#N)C=1C2=CN(N=C2C=CC1NC(=O)N1CCC=2C1=NC=CC2N2CCN(CC2)C(=O)OC(C)(C)C)C